C(CC)N1C=NC=2N=C(NC2C1=O)C=1C=NN(C1)CC1=CC(=CC=C1)C(F)(F)F 1-Propyl-8-[1-(3-trifluoromethyl-benzyl)-1H-pyrazol-4-yl]-1,7-dihydro-purin-6-one